5-methyl-oxazole-2-carboxamide CC1=CN=C(O1)C(=O)N